3-gadoleoylglycero-1-phospho-glycerol C(CCCCCCC\C=C/CCCCCCCCCC)(=O)OCC(COP(=O)(O)OCC(O)CO)O